N=1N(C=CC=CC1)S(=O)(=O)N diazepine-2-sulfonamide